ClC1=C(C=CC=C1Cl)C(C1=CC(=C2C=CC=NC2=C1O)CC#N)NC1=NC=CC=C1 2-(7-((2,3-dichlorophenyl)(pyridin-2-ylamino)methyl)-8-hydroxyquinolin-5-yl)acetonitrile